(7-(2-hydroxypropan-2-yl)pyrazolo[1,5-a]pyridin-3-yl)methanone OC(C)(C)C1=CC=CC=2N1N=CC2C=O